(1s,4s)-4-(8-(2,6-dichlorophenylamino)-2-(4,4-difluorocyclohexylamino)-9H-purin-9-yl)cyclohexanecarboxamide ClC1=C(C(=CC=C1)Cl)NC=1N(C2=NC(=NC=C2N1)NC1CCC(CC1)(F)F)C1CCC(CC1)C(=O)N